methyl-1-phenylspiro[indoline-3,1'-pyrrolo[3,2,1-ij]quinazoline]-2,3'(2'H)-dione CN1C(N2C3=C(C=CC=C3C13C(N(C1=CC=CC=C13)C1=CC=CC=C1)=O)C=C2)=O